[2-amino-4-(trifluoromethoxy)phenyl]-[4-[2-[(3S)-5,5-difluoro-3-piperidyl]-3H-imidazo[4,5-b]pyridin-7-yl]-1-piperidyl]methanone NC1=C(C=CC(=C1)OC(F)(F)F)C(=O)N1CCC(CC1)C1=C2C(=NC=C1)NC(=N2)[C@@H]2CNCC(C2)(F)F